1-(3-(3-bromo-2-methylphenoxy)propyl)-4-methylpiperazine BrC=1C(=C(OCCCN2CCN(CC2)C)C=CC1)C